tert-butyl (1-(4-chloro-5-fluoropyridin-2-yl)ethyl)(cyclopropyl)carbamate ClC1=CC(=NC=C1F)C(C)N(C(OC(C)(C)C)=O)C1CC1